ClC1=C(C=CC=C1Cl)N1[C@@H](CN(CC1)CC[C@@H]1CC[C@H](CC1)NC(C(C)(C)O)=O)C N-(trans-4-(2-((R)-4-(2,3-dichlorophenyl)-3-methylpiperazin-1-yl)ethyl)cyclohexyl)-2-hydroxy-2-methylpropanamide